1-{2-[(3R)-3-methylmorpholin-4-yl]-6-[(1H-pyrazol-5-yl)amino]pyridin-4-yl}cyclohexane-1-carbonitrile C[C@H]1N(CCOC1)C1=NC(=CC(=C1)C1(CCCCC1)C#N)NC1=CC=NN1